1-(3-(4-chloro-3-ethyl-1H-pyrrolo[2,3-b]pyridin-5-yl)-4-fluorophenyl)piperazin-2-one benzyl-4-((4-(benzyloxy)-2,3,6-trimethylbenzoyl)oxy)-3,5-diiodo-2,6-dimethylbenzoate C(C1=CC=CC=C1)OC(C1=C(C(=C(C(=C1C)I)OC(C1=C(C(=C(C=C1C)OCC1=CC=CC=C1)C)C)=O)I)C)=O.ClC1=C2C(=NC=C1C=1C=C(C=CC1F)N1C(CNCC1)=O)NC=C2CC